NC=1C(=NC(=C(N1)C(F)(F)F)Br)C(=O)NCC1=CC=NN1C 3-amino-6-bromo-N-((1-methyl-1H-pyrazol-5-yl)methyl)-5-(trifluoromethyl)pyrazine-2-carboxamide